2-(4-(6-(4-Chloro-2-fluorobenzyloxy)pyridin-2-yl)-3-fluorobenzyl)-1-(2-methoxyethyl)-1H-benzo[d]imidazol ClC1=CC(=C(COC2=CC=CC(=N2)C2=C(C=C(CC3=NC4=C(N3CCOC)C=CC=C4)C=C2)F)C=C1)F